4-[4-(cyclopropylamino)-1-piperidyl]-6-fluoro-N-(2-hydroxy-3-pyridyl)-2-methyl-indazole-7-carboxamide C1(CC1)NC1CCN(CC1)C=1C2=CN(N=C2C(=C(C1)F)C(=O)NC=1C(=NC=CC1)O)C